ClC1=C(C=CC=C1C1=NC=C2C=C(C=NC2=C1)CN1CC(C1)C(=O)OC)C1=C(C(=CC=C1)C1=NC(=C(C=C1)CNC[C@H]1NC(CC1)=O)OC)Cl (S)-Methyl 1-((7-(2,2'-dichloro-3'-(6-methoxy-5-((((5-oxopyrrolidin-2-yl)methyl)amino) methyl)pyridin-2-yl)-[1,1'-biphenyl]-3-yl)-1,6-naphthyridin-3-yl)methyl)azetidine-3-carboxylate